(R)-tert-Butyl (6-(pyridin-3-yl)isochroman-1-yl)methylcarbamate hydrochloride salt Cl.N1=CC(=CC=C1)C=1C=C2CCO[C@H](C2=CC1)CNC(OC(C)(C)C)=O